C1(CC1)NC=1C=CN=C2C(=CC(=NC12)C=1C=C2CN(C(C2=CC1)=O)C1C(NC(CC1)=O)=O)CN1CCCC1 3-(5-(8-(cyclopropylamino)-4-(pyrrolidin-1-ylmethyl)-1,5-naphthyridin-2-yl)-1-oxoisoindolin-2-yl)piperidine-2,6-dione